COC1=C(C=CC=C1)[P@](CCC1=NC=CC=C1)(C1=CC=CC=C1)=O (S)-(2-Methoxyphenyl)(phenyl)(2-(pyridin-2-yl)ethyl)phosphine oxide